3-[(4-phenoxybenzyl)amino]pyridine O(C1=CC=CC=C1)C1=CC=C(CNC=2C=NC=CC2)C=C1